FC1=CC2=C(OC3(CCCCC3)OC2=O)C=C1 6-fluoro-4H-spiro[benzo[d][1,3]dioxine-2,1'-cyclohexane]-4-one